COCC(C)(O)C1=NC=CC(=N1)OC 1-methoxy-2-(4-methoxypyrimidin-2-yl)propan-2-ol